CC1=C(OCC(=O)N2CCN(CC2)S(=O)(=O)C=2C=C3C(C(NC3=CC2)=O)=O)C=CC=C1 5-((4-(2-(2-methylphenoxy)acetyl)piperazin-1-yl)sulfonyl)indoline-2,3-dione